ClC1=C(C=CC(=C1)OC)NC(=O)C=1C=C2C(=NN(C2=CC1)C)C=1N(C2=CC=CC=C2C1)C N-(2-Chloro-4-methoxyphenyl)-1-methyl-3-(1-methyl-1H-indol-2-yl)-1H-indazole-5-carboxamide